(R)-(5-(4-(4-fluoropyrazolo[1,5-a]pyridin-2-yl)-1,4,6,7-tetrahydro-5H-imidazo[4,5-c]pyridin-5-yl)pyrazin-2-yl)(3-hydroxy-3-methylazetidin-1-yl)methanone FC=1C=2N(C=CC1)N=C(C2)[C@@H]2N(CCC1=C2N=CN1)C=1N=CC(=NC1)C(=O)N1CC(C1)(C)O